(R)-6-fluoro-1-(4-fluoro-1H-indol-5-yl)-4-oxo-7-(2-((pyridin-2-yloxy)methyl)pyrrolidin-1-yl)-1,4-dihydroquinoline-3-carboxylic acid FC=1C=C2C(C(=CN(C2=CC1N1[C@H](CCC1)COC1=NC=CC=C1)C=1C(=C2C=CNC2=CC1)F)C(=O)O)=O